benzyl (1-(tert-butyl)-3-((1S,3R)-3-((6-chloropyridazin-3-yl)oxy)cyclopentyl)-1H-pyrazol-5-yl)carbamate C(C)(C)(C)N1N=C(C=C1NC(OCC1=CC=CC=C1)=O)[C@@H]1C[C@@H](CC1)OC=1N=NC(=CC1)Cl